[Cu]=O.[Ni] Nickel-copper oxide